6-(5-((2-(azepan-1-yl)-5-oxo-5,6-dihydropyrimido[4,5-d]pyridazin-4-yl)amino)pyridin-2-yl)-6-azaspiro[2.5]octane N1(CCCCCC1)C=1N=C(C2=C(C=NNC2=O)N1)NC=1C=CC(=NC1)N1CCC2(CC2)CC1